C(C)OC1=NC=CC=C1C=1C=C(C=2N(N1)C(=NC2C(C)C)C)NCC2=CN=C(S2)C 2-(2-ethoxy-3-pyridyl)-5-isopropyl-7-methyl-N-[(2-methylthiazol-5-yl)methyl]imidazo[1,5-b]pyridazin-4-amine